(2R,3S)-2-(3-(5,6-dibromo-1H-benzo[d]imidazol-1-yl)prop-1-yn-1-yl)piperidin-3-ol dihydrochloride Cl.Cl.BrC1=CC2=C(N(C=N2)CC#C[C@H]2NCCC[C@@H]2O)C=C1Br